O([Si](C)(C)C(C)(C)C)C(C(C1=CC=CC=C1)(C1=CC=CC=C1)O[Si](C)(C)C(C)(C)C)(C1=CC=CC=C1)C1=CC=CC=C1 1,2-bis(t-butyldimethylsiloxy)-1,1,2,2-tetraphenylethane